3-methyl-1-phenyl-1H-1,2,4-triazol-5(4H)-one CC1=NN(C(N1)=O)C1=CC=CC=C1